2-chloro-1,1,1-Trifluoroethane ClCC(F)(F)F